OC1=C(C(=C(C(=C1)O)C(=O)N1CC2=CC=CC(=C2C1)NC)OC)C (4,6-dihydroxy-2-methoxy-3-methylphenyl)(4-(methylamino)isoindolin-2-yl)methanone